C(C)C1=NNC(N1CCO)=O 3-ethyl-4-(2-hydroxyethyl)-1H-1,2,4-triazol-5(4H)-one